4-amino-N-(4-(((2S*,4R*)-2-methyl-1-propionyl-1,2,3,4-tetrahydroquinolin-4-yl)amino)phenyl)but-2-ynamide trifluoroacetate FC(C(=O)O)(F)F.NCC#CC(=O)NC1=CC=C(C=C1)N[C@@H]1C[C@@H](N(C2=CC=CC=C12)C(CC)=O)C |o1:21,23|